Methyl 2-((4-(2-((3s,5r)-4-(2-(tert-butoxy)-2-oxoethyl)-3,5-dimethylpiperazin-1-yl) ethoxy)-5-ethyl-2-methylphenyl) amino)-2-methylpropionate C(C)(C)(C)OC(CN1[C@H](CN(C[C@H]1C)CCOC1=CC(=C(C=C1CC)NC(C(=O)OC)(C)C)C)C)=O